1-hydroxy-3,6,9,12-tetraoxapentadecane-15-carboxylic acid OCCOCCOCCOCCOCCCC(=O)O